2-(4-((2-(1H-pyrazol-1-yl)pyrimidin-4-yl)methoxy)phenyl)propane N1(N=CC=C1)C1=NC=CC(=N1)COC1=CC=C(C=C1)C(C)C